C(#N)C1=CC=C(C2=C1OCCO2)C2C(=C(NC1=C(C=NC(=C21)OCC)C)C)C(=O)OCCC#N 2-cyanoethyl 4-(8-cyano-2,3-dihydrobenzo[b][1,4]dioxin-5-yl)-5-ethoxy-2,8-dimethyl-1,4-dihydro-1,6-naphthyridine-3-carboxylate